CC(C[C@@H](C(N[C@H](C=O)C[C@H]1C(NCC1)=O)=O)NC(=O)OC1CCN(C2=CC=CC=C12)C(=O)OC(C)(C)C)C tert-butyl 4-((((S)-4-methyl-1-oxo-1-(((S)-1-oxo-3-((S)-2-oxopyrrolidin-3-yl) propan-2-yl)amino)pentan-2-yl) carbamoyl)oxy)-3,4-dihydroquinoline-1(2H)-carboxylate